13-chloro-10-[2,6-difluoro-4-({2-[(oxan-4-yl)amino]ethyl}amino)phenyl]-8-ethyl-4-methyl-6,8,10-triazatricyclo[9.4.0.02,7]pentadeca-1(11),2(7),3,5,12,14-hexaen-9-one ClC1=CC=2N(C(N(C=3N=CC(=CC3C2C=C1)C)CC)=O)C1=C(C=C(C=C1F)NCCNC1CCOCC1)F